tantalum-copper [Cu].[Ta]